2-(4,5-dichloro-6-oxopyridazin-1(6H)-yl)-N-(4-methyl-3-(N-(pyridin-2-ylmethyl)sulfamoyl)phenyl)butanamide ClC=1C=NN(C(C1Cl)=O)C(C(=O)NC1=CC(=C(C=C1)C)S(NCC1=NC=CC=C1)(=O)=O)CC